2-[(2-{4-[5-(difluoromethyl)-1,3,4-oxadiazol-2-yl]pyridin-2-yl}-1H-imidazol-1-yl)methyl]pyridine-4-carbonitrile FC(C1=NN=C(O1)C1=CC(=NC=C1)C=1N(C=CN1)CC1=NC=CC(=C1)C#N)F